ClC1=C(OC2=CC=CC3=C2NC(=NS3(=O)=O)NCC3=C(C=C(C=C3)OC)OC)C=CC=C1 5-(2-chlorophenoxy)-3-((2,4-dimethoxybenzyl)amino)-4H-benzo[e][1,2,4]thiadiazine 1,1-dioxide